4-(2-Methoxyphenyl)-6-methyl-N-(6-methylimidazo[2,1-b][1,3,4]thiadiazol-2-yl)nicotinamide COC1=C(C=CC=C1)C1=CC(=NC=C1C(=O)NC1=NN2C(S1)=NC(=C2)C)C